3-acetylpropan-1-ol C(C)(=O)CCCO